silicon-germanium carbon [C].[Ge].[Si]